3-cyano-N-((1R,4R)-4-((4-((5-cyclopropyl-1H-pyrazol-3-yl)amino)pyrimidin-2-yl)(methyl)amino)cyclohexyl)benzamide C(#N)C=1C=C(C(=O)NC2CCC(CC2)N(C)C2=NC=CC(=N2)NC2=NNC(=C2)C2CC2)C=CC1